C(C1=CC=CC=C1)OCC[C@H]1CCC(N1S(=O)(=O)CC1=CC=CC=C1)=O (R)-5-(2-(benzyloxy)ethyl)-1-toluenesulfonylpyrrolidin-2-one